CN(CCC1(NC(=C(C=C1[N+](=O)[O-])N)OC)NC)C 2-(2-(dimethylamino)ethyl)-6-methoxy-N2-methyl-3-nitropyridine-2,5-diamine